(3S,4R)-4-((2-(1-methylpiperidin-4-yl)-4,6-dihydrothiazolo[5',4':5,6]oxepino[4,3-d]pyrimidin-9-yl)amino)tetrahydro-2H-pyran-3-ol CN1CCC(CC1)C=1SC2=C(COCC=3C2=NC(=NC3)N[C@H]3[C@@H](COCC3)O)N1